bis-(2-dimethylaminoethyl) disulfide CN(CCSSCCN(C)C)C